NC=1C2=C(N(C(N1)=O)C(C)C1=NC=CC=C1)N=C(C=C2)C2CC2 amino-7-cyclopropyl-1-(1-pyridin-2-ylethyl)pyrido[2,3-d]pyrimidin-2-one